6-cyano-3-methyl-1-(m-tolyl)-1H-benzo[d]imidazol-3-ium iodide [I-].C(#N)C=1C=CC2=C(N(C=[N+]2C)C=2C=C(C=CC2)C)C1